FC(S(=O)(=O)OC1=CC(=CC2=CC=C(C(=C12)C#C[Si](C(C)C)(C(C)C)C(C)C)F)N=C(C1=CC=CC=C1)C1=CC=CC=C1)(F)F [3-(benzhydrylideneamino)-7-fluoro-8-(2-triisopropylsilylethynyl)-1-naphthyl] trifluoromethanesulfonate